2-[(diisobutylamino)methyl]-6-[3-[1-(4-methyl-1,2,4-triazol-3-yl)cyclobutyl]phenyl]-4-(trifluoromethyl)-1H-pyrrolo[2,3-c]pyridin-7-one C(C(C)C)N(CC(C)C)CC1=CC2=C(C(N(C=C2C(F)(F)F)C2=CC(=CC=C2)C2(CCC2)C2=NN=CN2C)=O)N1